(4-(4-amino-7-(oxetan-3-yl)-7H-pyrrolo[2,3-d]pyrimidin-5-yl)phenyl)-2-oxo-1-phenyl-1,2,4,5,6,7-hexahydropyrazolo[1,5-a]pyridine-3-carboxamide NC=1C2=C(N=CN1)N(C=C2C2=CC=C(C=C2)C2C=1N(CCC2)N(C(C1C(=O)N)=O)C1=CC=CC=C1)C1COC1